FC1=CC=C(C=C1)C(=O)N1C=CN(C=C1)CC(CNC=1C2=CC=CC=C2N=C2CCCCC12)O (4-fluorophenyl)(4-(2-hydroxy-3-((1,2,3,4-tetrahydroacridin-9-yl)amino)propyl)pyrazin-1-yl)methanone